Cl.CN(C(CN)C)C dimethyl-propylenediamine hydrochloride